C([C@@H]1[C@H]([C@@H](C(O1)(CO)C(C(=O)[C@H]([C@@H]([C@@H](CO)O)O)O)O)O)O)O fructosyl-fructose